CN(C=1C(C(C1NC1=CC=C(C=C1)C1=NOC(=N1)C(F)(F)F)=O)=O)CCC 3-(methyl(propyl)amino)-4-((4-(5-(trifluoromethyl)-1,2,4-oxadiazol-3-yl)phenyl)amino)cyclobut-3-ene-1,2-dione